[Na].O1SC=CC=C1 oxathiainine sodium salt